4-((2-(morpholinomethyl)benzyl)oxy)benzaldehyde O1CCN(CC1)CC1=C(COC2=CC=C(C=O)C=C2)C=CC=C1